N[C@H]1[C@@H]2N(C[C@H]1CC2)C(=O)C2=CC1=C(N(C(=N1)C=1N(C3=C(C=CC=C3C1)C1CCN(CC1)C(=O)NC(C)C)CC1CC1)C)C(=C2)OC 4-(2-(5-((1R,4R,7R)-7-Amino-2-azabicyclo[2.2.1]heptan-2-carbonyl)-7-methoxy-1-methyl-1H-benzo[d]imidazol-2-yl)-1-(cyclopropylmethyl)-1H-indol-7-yl)-N-isopropylpiperidin-1-carboxamid